[Si](C)(C)(C(C)(C)C)OC1=CC=C(C=C1)[C@H]1C[C@]2([C@H]([C@@H]3CC[C@]4(CC5(OCCO5)CCC4=C13)O)CCC2=O)C (3aS,3bS,5aR,10R,11aS)-10-{4-[(tert-butyldimethylsilyl)oxy]phenyl}-5a-hydroxy-11a-methyl-3,3a,3b,4,5,6,8,9,10,11-decahydro-2H-spiro[cyclopenta[a]phenanthrene-7,2'-[1,3]dioxolan]-1-one